2-(3-chloro-4-(2-fluoro-4-hydroxy-3-isopropylbenzyl)-5-vinylphenoxy)-N,N-dimethylacetamide ClC=1C=C(OCC(=O)N(C)C)C=C(C1CC1=C(C(=C(C=C1)O)C(C)C)F)C=C